BrC=1C=C(C=C(C1)[N+](=O)[O-])S(F)(F)(F)(F)F (3-bromo-5-nitrophenyl)pentafluoro-λ6-sulfane